FC(C1=C(C=CC(=C1)N)C1=C(C=C(C=C1)N)C(F)(F)F)(F)F 2,2'-bis-trifluoromethyl-4,4'-diaminobiphenyl